2-[(1Z)-5-fluoro-2-methyl-1-[(naphthalen-2-yl)methylidene]-1H-inden-3-yl]acetic acid FC=1C=C2C(=C(/C(/C2=CC1)=C/C1=CC2=CC=CC=C2C=C1)C)CC(=O)O